S(CCC(=O)O)CCC(=O)O.C(CCCCCCC)C(CO)CCCCCCCC.C(CCCCCCC)C(CO)CCCCCCCC bis(2-octyl-1-decanol) thiodipropionate